O1C(=NN=C1)CNC(C1=NC=C(C=C1Cl)NC(=O)C1=CC(=C(C=C1Cl)C1=C(C=C(C=C1)F)N)F)=O N-((1,3,4-oxadiazol-2-yl)methyl)-5-(2'-amino-5-chloro-2,4'-difluoro-[1,1'-biphenyl]-4-carboxamido)-3-chloropicolinamide